ethyl 5-(((1R)-1-(3-(((tert-butoxycarbonyl)amino)methyl)-7-fluoro-3-methyl-2,3-dihydrobenzo[b][1,4]dioxin-5-yl)ethyl)amino)pyrazolo[1,5-a]pyrimidine-3-carboxylate C(C)(C)(C)OC(=O)NCC1(OC2=C(OC1)C=C(C=C2[C@@H](C)NC2=NC=1N(C=C2)N=CC1C(=O)OCC)F)C